N-[(1S)-1-cyclohexyl-2-[4-(3,5-dimethyl-1H-pyrazol-4-yl)anilino]-2-oxo-ethyl]-3-ethyl-isoxazole-4-carboxamide C1(CCCCC1)[C@@H](C(=O)NC1=CC=C(C=C1)C=1C(=NNC1C)C)NC(=O)C=1C(=NOC1)CC